[Mg].C1(=CC=CC=C1)CON1[C@@H]2CC[C@H](N(C1=O)C2)C(NC(CC)=O)=N N-(((2S,5R)-6-(phenylmethyloxy)-7-oxo-1,6-diazabicyclo[3.2.1]oct-2-yl)(imino)methyl)propanamide Magnesium